N-methyl-N-(2-(morpholin-2-yl)ethyl)-6-(2-azaspiro[5.5]undecan-2-yl)-2-(trifluoromethyl)pyrimidin-4-amine CN(C1=NC(=NC(=C1)N1CC2(CCC1)CCCCC2)C(F)(F)F)CCC2CNCCO2